trans-4-(3-(3-methyl-4-((4-methylpiperazin-1-yl)methyl)styryl)-1H-indazol-6-yl)pyrimidin-2-amine CC=1C=C(/C=C/C2=NNC3=CC(=CC=C23)C2=NC(=NC=C2)N)C=CC1CN1CCN(CC1)C